N-(7-(4-((2-oxa-6-azaspiro[3.3]heptan-6-yl)methyl)-2-fluorophenyl)quinolin-4-yl)benzo[d]thiazol-5-amine C1OCC12CN(C2)CC2=CC(=C(C=C2)C2=CC=C1C(=CC=NC1=C2)NC=2C=CC1=C(N=CS1)C2)F